3-methyl-6-(pyridin-4-oxy)pyridazine CC=1N=NC(=CC1)OC1=CC=NC=C1